(S)-2-((2-((1-ethoxy-3,3-dimethyl-1,3-dihydrobenzo[c][1,2]oxaborol-5-yl)amino)-5-(3-(3-fluorophenyl)-1,2,4-oxadiazol-5-yl)pyrimidin-4-yl)amino)-2-phenylethan-1-ol C(C)OB1OC(C2=C1C=CC(=C2)NC2=NC=C(C(=N2)N[C@H](CO)C2=CC=CC=C2)C2=NC(=NO2)C2=CC(=CC=C2)F)(C)C